ClC1=C(OCC=2N=C(SC2)C)C=CC(=C1)[N+](=O)[O-] 4-((2-chloro-4-nitrophenoxy)methyl)-2-methylthiazole